N-[N-[(S)-1,3-dicarboxypropyl]carbamoyl]-S-[11C]methyl-l-cysteine C(=O)(O)[C@H](CCC(=O)O)NC(=O)N[C@@H](CS[11CH3])C(=O)O